CCCCCCCCCCCCCCCCCCOC[C@H](COP(=O)(O)OC[C@H](CO)O)OC(=O)CCCCCCCCCCCCC 1-octadecyl-2-tetradecanoyl-glycero-3-phospho-(1'-sn-glycerol)